N1CNCC12SN(CCC2)C(=O)[O-] 6-thia-1,3,7-triazaspiro[4.5]decane-7-carboxylate